(R)-4-((1-(Hydroxymethyl)cyclobutyl)amino)-2-(4-(thieno[2,3-d]thiazol-2-yl)-3,6-dihydropyridin-1(2H)-yl)-6,7-dihydrothieno[3,2-d]pyrimidine-5-oxide OCC1(CCC1)NC=1C2=C(N=C(N1)N1CCC(=CC1)C=1SC3=C(N1)SC=C3)CC[S@]2=O